(2,6-dichlorophenyl)-2-chloro-N-phenyl-acetamide tert-butyl-2-[8-(tert-butoxycarbonylamino)-7-hydroxy-2-naphthyl]pyrimidine-4-carboxylate C(C)(C)(C)OC(=O)C1=NC(=NC=C1)C1=CC2=C(C(=CC=C2C=C1)O)NC(=O)OC(C)(C)C.ClC1=C(C(=CC=C1)Cl)C(C(=O)NC1=CC=CC=C1)Cl